tert-butyl N-[(5S,8S,10aR)-8-[[(1S)-3-carbamoyl-1-(diphenylmethylcarbamoyl)propyl]carbamoyl]-6-oxo-octahydro-1H-pyrrolo[1,2-a][1,5]diazocin-5-yl]carbamate C(N)(=O)CC[C@@H](C(NC(C1=CC=CC=C1)C1=CC=CC=C1)=O)NC(=O)[C@@H]1CC[C@H]2N1C([C@H](CNCC2)NC(OC(C)(C)C)=O)=O